FC1(CN(C1)C(=O)C1=CC=C(C=C1)C(CC#N)=O)F 3-[4-(3,3-difluoroazetidine-1-carbonyl)phenyl]-3-oxopropanenitrile